(2-((2R,4S)-2-(((S)-1-(((1H-PYRROLO[3,2-C]PYRIDIN-2-YL)METHYL)AMINO)-1-OXOPROPAN-2-YL)CARBAMOYL)-4-PHENYLPIPERIDIN-1-YL)ETHYL)PHOSPHONIC ACID DI-TRIFLUOROACETATE SALT FC(C(=O)O)(F)F.FC(C(=O)O)(F)F.N1C(=CC=2C=NC=CC21)CNC([C@H](C)NC(=O)[C@@H]2N(CC[C@@H](C2)C2=CC=CC=C2)CCP(O)(O)=O)=O